N(=[N+]=[N-])COC(CC)(C)OCN=[N+]=[N-] 3,3-bis-azidomethyloxybutane